FC(OC1=CC=C(C=C1)C=1C=C(C(N(N1)C1=CC(=CC=C1)F)=O)C(=O)N[C@@H](CO)[C@@H]1COCC1)F 6-[4-(difluoromethoxy)phenyl]-2-(3-fluorophenyl)-N-{(1R)-2-hydroxy-1-[(3R)-tetrahydrofuran-3-yl]ethyl}-3-oxo-2,3-dihydropyridazine-4-carboxamide